3-(2-fluoro-4-(trifluoromethyl)phenyl)quinolin-7-ol-HCl Cl.FC1=C(C=CC(=C1)C(F)(F)F)C=1C=NC2=CC(=CC=C2C1)O